Tert-butyl (4-formylcyclohexyl)(methyl)carbamate C(=O)C1CCC(CC1)N(C(OC(C)(C)C)=O)C